methyl 3-(2-(((1S,3S)-3-((tert-butoxycarbonyl)amino)cyclopentyl)amino)-5-(trifluoromethyl)pyrimidin-4-yl)-1H-indole-6-carboxylate C(C)(C)(C)OC(=O)N[C@@H]1C[C@H](CC1)NC1=NC=C(C(=N1)C1=CNC2=CC(=CC=C12)C(=O)OC)C(F)(F)F